methyl 2-cyano-4-(methylamino)-5-nitrobenzoate C(#N)C1=C(C(=O)OC)C=C(C(=C1)NC)[N+](=O)[O-]